(1,1-dioxidothiomorpholino)((1S,5S)-6-(3-(1,1-dioxidothiomorpholino)phenyl)-9,9-dimethyl-3,6-diazabicyclo[3.2.2]nonan-3-yl)methanone O=S1(CCN(CC1)C(=O)N1C[C@@H]2CN([C@H](C1)C(C2)(C)C)C2=CC(=CC=C2)N2CCS(CC2)(=O)=O)=O